ClC1=C(CN2C=C(C3=CC=CC=C23)C=2C=C(C(=O)NN)C=CC2)C=CC(=C1)F 3-(1-(2-chloro-4-fluorobenzyl)-1H-indol-3-yl)benzoyl-hydrazine